ClC=1C=CC=2C(=C3N(C2C1C=1C(=NN(C1C)C)C)[C@@H](CN(C3=O)C3=C1C(=NN(C1=CC=C3)C)C(=O)O)C)CCCOC3=CC(=C(C(=C3)C)Cl)C 4-[(4R)-7-chloro-10-[3-(4-chloro-3,5-dimethyl-phenoxy)propyl]-4-methyl-1-oxo-6-(1,3,5-trimethylpyrazol-4-yl)-3,4-dihydropyrazino[1,2-a]indol-2-yl]-1-methyl-indazole-3-carboxylic acid